FC(C1=NC(=NC(=N1)C(F)(F)F)N1C(C=2NC3=CC=C(C=C3C2CC1)Cl)CC(F)F)(F)F 2-[4,6-bis(trifluoromethyl)-1,3,5-triazin-2-yl]-6-chloro-1-(2,2-difluoroethyl)-2,3,4,9-tetrahydro-1H-pyrido[3,4-b]indole